ClC1=NC(=C2C(=N1)N(N=C2)[C@H]2[C@@H]([C@@H]([C@H](O2)CS(=O)(=O)CP(O)(O)=O)O)O)N[C@H]2CCC1=CC=CC=C21 (((((2S,3S,4R,5R)-5-(6-chloro-4-(((S)-2,3-dihydro-1H-inden-1-yl)amino)-1H-pyrazolo[3,4-d]pyrimidin-1-yl)-3,4-dihydroxytetrahydrofuran-2-yl)methyl)sulfonyl)methyl)phosphonic acid